FCC1(CC1)C#CC1=C2CCCN(C2=CC=C1)C1=NN=C2N1C1=CC=CC(=C1C=N2)F (5-((1-fluoromethylcyclopropyl)ethynyl)-3,4-dihydroquinolin-1(2H)-yl)-6-fluoro-[1,2,4]triazolo[4,3-a]quinazoline